CN1N=C(C2=CC(=CC=C12)C(C)(C)O)NC=1C=NN(C1C)C(C)C 2-(1-methyl-3-{[5-methyl-1-(propan-2-yl)-1H-pyrazol-4-yl]amino}-1H-indazol-5-yl)propan-2-ol